C(C)(=O)OCC(C)(C)NC1=NC=C(C=C1C(N(C)C)=O)C1=C(C=CC(=C1)C(NC1=NOC=C1)=O)C 2-((3-(dimethylcarbamoyl)-5-(5-(isoxazol-3-ylcarbamoyl)-2-methylphenyl)pyridin-2-yl)amino)-2-methylpropyl acetate